N,N-bis-(hydroxyethyl)-4-toluidine OCCN(C1=CC=C(C=C1)C)CCO